ONC(C1=CC(=CC=C1)NC1=NC2=C(N1)C=CC(=C2)S(N)(=O)=O)=O N-hydroxy-3-((5-sulfamoyl-1H-benzo[d]imidazol-2-yl)amino)benzamide